O-(diphenylphosphono)hydroxylamine C1(=CC=CC=C1)OP(=O)(OC1=CC=CC=C1)ON